3,5-di-fluoro-benzaldehyde FC=1C=C(C=O)C=C(C1)F